COC=1C=C2C=C(C(=C(C2=CC1C)N1C(=CC2=CC=CC=C12)C=1C=C(C=CC1)C)C)C1=CC=CC=C1 N-(6-methoxy-2,7-dimethyl-3-phenylnaphthyl)-2-(m-tolyl)indole